C(CCC)OP(=O)(OCCCC)O.C(=C)N1CN(C=C1)CC 1-vinyl-3-ethylimidazole dibutyl-phosphate